C(C=C)(=O)OC(C(OC(C(OC(C(OC(C(C(C(F)(F)F)(F)F)(F)F)(F)F)(F)F)(F)F)(F)F)(F)F)(F)F)(F)F perfluoro-3,6,9-trioxatridecan-1-ol acrylate